NC1CCCCC(=O)N1 6-aminohexanolactam